7-phenylbenzo[d]isoxazol C1(=CC=CC=C1)C1=CC=CC=2C=NOC21